tert-Butyl N-[1-[[5-(2-chloro-6-methyl-4-pyridyl)-4-(3-cyanophenyl)thiazol-2-yl]carbamoyl]-4-methyl-4-piperidyl]carbamate ClC1=NC(=CC(=C1)C1=C(N=C(S1)NC(=O)N1CCC(CC1)(C)NC(OC(C)(C)C)=O)C1=CC(=CC=C1)C#N)C